ClC=1C=C(C=2N(N1)C(=CN2)F)[C@@H]2[C@H](C2)C=2C=CC1=C(N(C=N1)CC(F)(F)F)C2 6-chloro-3-fluoro-8-((1S,2S)-2-(1-(2,2,2-trifluoroethyl)-1H-benzo[d]imidazol-6-yl)cyclopropyl)imidazo[1,2-b]pyridazine